[Cl-].C(=O)(O)C1C(CCC2=CC=C(C=C12)OC1=C(C=CC=C1)C1=CC(=C(C=C1)F)Cl)[NH3+] carboxy-7-((3'-Chloro-4'-fluoro-[1,1'-biphenyl]-2-yl)oxy)-1,2,3,4-tetrahydronaphthalene-2-aminium chloride